methyl (2-{2-bromo-5-[4-(1,1-difluoroethyl)-3-methyl-2,6-dioxo-3,6-dihydropyrimidin-1(2H)-yl]-4-fluorophenoxy}phenoxy)(methoxy)acetate BrC1=C(OC2=C(OC(C(=O)OC)OC)C=CC=C2)C=C(C(=C1)F)N1C(N(C(=CC1=O)C(C)(F)F)C)=O